ClC1=CC=C2C(=C(N(C2=C1F)C=1C=NN(C1)C)OC)SC=1C=C(C(=O)O)C=CC1 3-((6-chloro-7-fluoro-1-(1-methyl-1H-pyrazol-4-yl)-2-methoxy-1H-indol-3-yl)thio)benzoic acid